O1C(=CC=C1)C1=CC=C(S1)C=C(C#N)C#N 2-(5-furan-2-yl-thiophen-2-ylmethylene)-malononitrile